dimethyl-bis(propyl-cyclopentadienyl)hafnium C[Hf](C1(C=CC=C1)CCC)(C1(C=CC=C1)CCC)C